FC(OC1=CC=C(C=C1)C1=NN=C(O1)N=C(SC)SC)(F)F Dimethyl (5-(4-(trifluoromethoxy)phenyl)-1,3,4-oxadiazol-2-yl)carbonimidodithioate